4-((S)-azido(cyclopropyl)methyl)-6-chloro-1-(((2R,4R)-4-(ethylsulfonyl)pentan-2-yl)oxy)-2,7-naphthyridine N(=[N+]=[N-])[C@H](C1=CN=C(C2=CN=C(C=C12)Cl)O[C@H](C)C[C@@H](C)S(=O)(=O)CC)C1CC1